N-[(2-amino-5-bromoquinolin-7-yl)methyl]-N-(2-methanesulfonylpyridin-3-yl)pyridine-3-carboxamide NC1=NC2=CC(=CC(=C2C=C1)Br)CN(C(=O)C=1C=NC=CC1)C=1C(=NC=CC1)S(=O)(=O)C